OC[C@H](C1=CC=CC=C1)NC1=NC(=NC=C1C1=NC(=NO1)C(F)(F)F)NC=1C=C2CCNC(C2=CC1)=O 6-[[4-[[(1S)-2-hydroxy-1-phenyl-ethyl]amino]-5-[3-(trifluoromethyl)-1,2,4-oxadiazol-5-yl]pyrimidin-2-yl]amino]-3,4-dihydro-2H-isoquinolin-1-one